1,3-dihydropyrene C1CCC2C=CC3=CC=CC4=CC=C1C2=C34